(S)-3-phenyl-2-(propanesulfonyl)isoxazolidine C1(=CC=CC=C1)[C@H]1N(OCC1)S(=O)(=O)CCC